2-propenoic acid, (octahydro-4,7-methano-1H-inden-1-yl)methyl ester C(C=C)(=O)OCC1CCC2C3CCC(C12)C3